5-(1-Acetyl-5-([1,1'-biphenyl]-4-yl)pyrazolidine-3-ylidene)-1,3-dimethylbarbituric acid C(C)(=O)N1NC(CC1C1=CC=C(C=C1)C1=CC=CC=C1)=C1C(N(C(N(C1=O)C)=O)C)=O